FC1=C(C(=O)NC2CCN(CC2)C2=NC=C3C(=N2)N(N(C3=O)C)C3=NC=CC=C3)C=C(C=C1)CC1=NNC(C3=CC=CC=C13)=O 2-fluoro-N-[1-[2-methyl-3-oxo-1-(2-pyridyl)pyrazolo[3,4-d]pyrimidin-6-yl]-4-piperidyl]-5-[(4-oxo-3H-phthalazin-1-yl)methyl]benzamide